C(C)(C)C1CC2C=CC1C2 3-exo-isopropylbicyclo[2.2.1]hept-5-en